1,5-bis-triethoxysilylpentane C(C)O[Si](CCCCC[Si](OCC)(OCC)OCC)(OCC)OCC